ethyl-1,3-pentanediol C(C)C(CC(CC)O)O